2-amino-5-bromo-4-iodobenzaldehyde NC1=C(C=O)C=C(C(=C1)I)Br